C(CCC)[C@]1(CS(C2=C(N(C1)C1=CC=C(C=C1)OC)C=C(C(=C2)O)SC)(=O)=O)CC |r| racemic-3-butyl-3-ethyl-8-hydroxy-5-(4-methoxyphenyl)-7-(methylsulfanyl)-2,3,4,5-tetrahydro-1,5-benzothiazepine 1,1-dioxide